FC=1C=CC=C2C(=CNC12)CCN1CCC(CC1)(COC)N(C(CC)=O)C1=CC=CC=C1 N-(1-(2-(7-fluoro-1H-indol-3-yl)ethyl)-4-(methoxymethyl)piperidin-4-yl)-N-phenylpropionamide